N-[4-(3,5-dimethyl-4-oxo-4,5-dihydro-1H-pyrrolo[3,2-c]pyridin-2-yl)pyridin-2-yl]-2-(4-fluorophenyl)propanamide CC1=C(NC2=C1C(N(C=C2)C)=O)C2=CC(=NC=C2)NC(C(C)C2=CC=C(C=C2)F)=O